C1(CCCCC1)P(C1=C(C=CC=C1)C1=C(C=CC=C1OC)OC)C1CCCCC1 dicyclohexyl({2',6'-dimethoxy-[1,1'-biphenyl]-2-yl})phosphane